FC(CN1C(=NC2=C1C=C(C=C2)C2=CNC=1N=C(N=CC12)NC1CCC(CC1)C(=O)N1CCCC1)C)F ((1s,4s)-4-((5-(1-(2,2-difluoroethyl)-2-methyl-1H-benzo[d]imidazol-6-yl)-7H-pyrrolo[2,3-d]pyrimidin-2-yl)amino)cyclohexyl)(pyrrolidin-1-yl)methanone